FC(C=1C=C(C=C(C1)C(F)(F)F)[C@@H](C)O[C@@H]1[C@H]([C@@H]2CN(C[C@H]2CC1)C1=CC(CC1)=O)C1=CC=C(C=C1)F)(F)F 3-[(3ar,4R,5s,7as)-5-[(1R)-1-[3,5-bis(trifluoromethyl)phenyl]ethoxy]-4-(4-fluorophenyl)-octahydro-1H-isoindol-2-yl]cyclopent-2-en-1-one